C(C)(C)(C)OC(=O)N1C[C@H]([C@H](C1)O[Si](C)(C)C(C)(C)C)N1N=C2C=CC(=CC2=C1)OC[C@H](C(=O)OC(C)(C)C)O (3R,4S)-3-(5-((R)-3-(tert-butoxy)-2-hydroxy-3-oxopropoxy)-2H-indazol-2-yl)-4-((tert-butyldimethylsilyl)oxy)pyrrolidine-1-carboxylic acid tert-butyl ester